C(CCCCC)C(COC(CCCCCCCCC(CCCCCC)OC(=O)OC1=CC=C(C=C1)[N+](=O)[O-])=O)CCCCCCCC 10-(((4-nitrophenoxy)carbonyl)oxy)hexadecanoic acid 2-hexyldecyl ester